(2S)-2-[(3S,5Z)-5-[[4-[(E)-3-(2-Methoxyphenyl)-3-oxoprop-1-enyl]phenyl]methylidene]-1-oxo-3-sulfanyl-1,2,4-thiadiazolidin-2-yl]-3-phenylpropanoic acid COC1=C(C=CC=C1)C(/C=C/C1=CC=C(C=C1)\C=C/1\N[C@@H](N(S1=O)[C@H](C(=O)O)CC1=CC=CC=C1)S)=O